C1(CC1)C1=C(C(=NO1)C1=C(C=CC=C1Cl)Cl)COC1CCN(CC1)C=1SC=C(N1)C=1C=C(C(=O)O)C=CC1 3-(2-(4-((5-cyclopropyl-3-(2,6-dichlorophenyl)isoxazol-4-yl)methoxy)piperidin-1-yl)thiazol-4-yl)benzoic acid